NC12C(C3CC(CC(C1)C3)C2)O 1-aminotricyclo[3.3.1.13,7]decan-2-ol